glyceric acid monophosphate P(=O)(O)(O)O.C(C(O)CO)(=O)O